C(C)NC(C[C@H](C(N[C@@H](CCCC1=CC=CC=C1)B1OC(C(O1)(C)C)(C)C)=O)NC(OC(C)(C)C)=O)=O tert-butyl ((R)-4-(ethylamino)-1,4-dioxo-1-(((R)-4-phenyl-1-(4,4,5,5-tetramethyl-1,3,2-dioxaborolan-2-yl) butyl)amino)butan-2-yl)carbamate